N1=C(C=CC2=CC=CC=C12)[2H] quinolin-d